5-((5-(3,4-difluorophenyl)pyridin-3-yl)oxy)-2-((1-(methyl-sulfonyl)piperidin-4-yl)sulfonyl)benzonitrile FC=1C=C(C=CC1F)C=1C=C(C=NC1)OC=1C=CC(=C(C#N)C1)S(=O)(=O)C1CCN(CC1)S(=O)(=O)C